seryl myristate C(CCCCCCCCCCCCC)(=O)OC([C@@H](N)CO)=O